Dihydroxybenzeneacetate OC(C(=O)[O-])(C1=CC=CC=C1)O